1-(4-nitrophenyl)-2-(phenylsulfonyl)-2-(phenylthio)ethan-1-one tert-Butyl-3-(tetrahydropyran-4-ylmethyl)benzoate C(C)(C)(C)OC(C1=CC(=CC=C1)CC1CCOCC1)=O.[N+](=O)([O-])C1=CC=C(C=C1)C(C(SC1=CC=CC=C1)S(=O)(=O)C1=CC=CC=C1)=O